N1=C(C=CC=C1)CN(CC1=NC=CC=C1)CCCCCCCCCCCCCCCCCC N,N-bis(2-pyridylmethyl)octadecylamine